C(C1=CC=CC=C1)NC=1C=2N(N=C(C1)O[C@H]1CN(CCC1)C)C(=CN2)C2CC2 (R)-N-BENZYL-3-CYCLOPROPYL-6-((1-METHYLPIPERIDIN-3-YL)OXY)IMIDAZO[1,2-B]PYRIDAZIN-8-AMINE